(S)-1-(4-(4-(5-chloro-6-methyl-1H-indazol-4-yl)-5-methyl-1-(2-azaspiro[3.3]hept-6-yl)-1H-pyrazol-3-yl)-3-ethyl-3-methylpiperazin-1-yl)ethan-1-one ClC=1C(=C2C=NNC2=CC1C)C=1C(=NN(C1C)C1CC2(CNC2)C1)N1[C@@](CN(CC1)C(C)=O)(C)CC